N1-(5,6-difluoro-1H-indol-3-yl)-N2-(6-(2,2,2-trifluoroethoxy)pyridin-3-yl)oxalamide FC=1C=C2C(=CNC2=CC1F)NC(C(=O)NC=1C=NC(=CC1)OCC(F)(F)F)=O